2-amino-5-(3-chlorophenoxy)-4'-sulfamoyl-[1,1'-biphenyl]-3-carboxamide NC1=C(C=C(C=C1C(=O)N)OC1=CC(=CC=C1)Cl)C1=CC=C(C=C1)S(N)(=O)=O